ClC1=C(C=CC(=C1)Cl)C(\C=C/C1=CC(=C(C=C1)O)[N+](=O)[O-])=O (Z)-1-(2,4-Dichlorophenyl)-3-(4-hydroxy-3-nitrophenyl)prop-2-en-1-one